BrC=1C=NC(=NC1)N1CC2CCC(C1)N2C(=O)OC(C)(C)C tert-butyl 3-(5-bromopyrimidin-2-yl)-3,8-diazabicyclo[3.2.1]octane-8-carboxylate